3-benzyl-5-bromo-1-[(2R)-4-hydroxybut-2-yl]Pyrazole-4-carboxylic acid ethyl ester C(C)OC(=O)C=1C(=NN(C1Br)[C@H](C)CCO)CC1=CC=CC=C1